C(#N)C1(COC1)C1=CC=2N(C=C1)C(=CN2)C2=CC(=C(C(=O)OC(C)(C)C)C(=C2)OC)OC(F)F tert-butyl 4-[7-(3-cyanooxetan-3-yl)imidazo[1,2-a]pyridin-3-yl]-2-(difluoromethoxy)-6-methoxy-benzoate